6-[3-(difluoromethyl)-1,2,4-triazol-1-yl]-2-azaspiro[3.3]heptane-2-carboxylic acid tert-butyl ester C(C)(C)(C)OC(=O)N1CC2(C1)CC(C2)N2N=C(N=C2)C(F)F